azo ether N1=NO1